COC(C1=CC(=C(C=C1)N1CCN(CC1)CC)NCC(C)OC1=CC(=CC(=C1)C)C)=O 3-(2-(3,5-Dimethylphenoxy)propylamino)-4-(4-ethylpiperazin-1-yl)benzoic acid methyl ester